ClC=1C=2C(N=C3N(C2C=CC1)C1=CC=C(C=C1C31CCCCC1)C1CCN(CC1)C1CCN(CC1)CCCl)=O 4'-chloro-9'-(1'-(2-chloroethyl)-[1,4'-bipiperidin]-4-yl)-5'H-spiro[cyclohexane-1,7'-indolo[1,2-a]quinazolin]-5'-one